F[C@H]1CNCC[C@@H]1N1CC(C1)C1=CC=CC=2N(C(N(C21)C)=O)C2C(NC(CC2)=O)=O 3-[4-[1-[(3S,4S)-3-Fluoro-4-piperidyl]azetidin-3-yl]-3-methyl-2-oxo-benzimidazol-1-yl]piperidine-2,6-dione